((2S,3R,4R)-4-(3,4-dimethoxybenzyl)-2-(3,4-dimethoxyphenyl)tetrahydrofuran-3-yl)methylbut-2-enoate COC=1C=C(C[C@@H]2[C@@H]([C@H](OC2)C2=CC(=C(C=C2)OC)OC)COC(C=CC)=O)C=CC1OC